(S)-1-(3-(benzo[d]thiazol-5-ylamino)-3-(2,3-dichloro-6-fluorophenyl)pyrrolidin-1-yl)prop-2-en-1-one S1C=NC2=C1C=CC(=C2)N[C@]2(CN(CC2)C(C=C)=O)C2=C(C(=CC=C2F)Cl)Cl